(+)-7-Fluoro-4-((5-(3-hydroxy-3-methyl-2-oxoindolin-1-yl)pyridin-3-yl)methyl)phthalazin-1(2H)-one FC1=CC=C2C(=NNC(C2=C1)=O)CC=1C=NC=C(C1)N1C(C(C2=CC=CC=C12)(C)O)=O